N-Cbz-pyrrolidine-3-carbonyl chloride C(=O)(OCC1=CC=CC=C1)N1CC(CC1)C(=O)Cl